OC=1C(=NC=C(N1)NC1=NN(C=C1)C1=CC=C(C=C1)C(F)(F)F)C(=N)N hydroxy-5-((1-(4-(trifluoromethyl)phenyl)-1H-pyrazol-3-yl)amino)pyrazine-2-carboxamidine